3-[(2-chlorophenyl)methoxy]-5-[1-(piperidin-4-yl)-1H-pyrazol-4-yl]pyridine ClC1=C(C=CC=C1)COC=1C=NC=C(C1)C=1C=NN(C1)C1CCNCC1